7-methoxy-1-carbonyl-1,2-dihydroisoquinoline-6-carbaldehyde COC1=C(C=C2C=CNC(C2=C1)=C=O)C=O